C(C)OC(=O)C=1N=C(SC1)N1CCCC2=C1N=NC(=C2C)NC=2SC1=C(N2)C=CC=C1 2-{3-[(1,3-benzothiazol-2-yl)amino]-4-methyl-5H,6H,7H,8H-pyrido[2,3-c]pyridazin-8-yl}-1,3-thiazole-4-carboxylic acid ethyl ester